1-(2-chloropyridin-4-yl)-4,5,6,7-tetrahydro-1H-benzo[d]imidazole ClC1=NC=CC(=C1)N1C=NC2=C1CCCC2